CC1=C2CCN(C2=CC(=C1)C#N)S(=O)(=O)C1=C2C=CNC(C2=CC=C1)=O 4-Methyl-1-((1-oxo-1,2-dihydroisoquinolin-5-yl)sulfonyl)indoline-6-carbonitrile